CC(C)(C)[S@](=O)/N=C(\C)/C12C3C4C5(C(C14)C2C53)NC(OC(C)(C)C)=O tert-butyl [4-{(1E)-N-[(S)-2-methylpropane-2-sulfinyl]ethaneimidoyl}cuban-1-yl]carbamate